2-((R)-2-azaspiro[4.4]non-1-yl)ethan-1-one [C@@H]1(NCCC12CCCC2)CC=O